COC(\C=C\C(CC)(CC)C1=NC(=CN=C1Br)N(C1=C(C=C(C=C1)F)F)CC1=CC=C(C=C1)OC)=O.ClC=1SC(=CC1CCCCCCCCCC)Cl 2,5-dichloro-3-decyl-thiophene methyl-(E)-4-[3-bromo-6-[2,4-difluoro-N-[(4-methoxyphenyl)methyl]anilino]pyrazin-2-yl]-4-ethyl-hex-2-enoate